N1=C(C=CC=C1)C(=O)OC1CCCOC12OCCCC2 1,7-dioxaspiro[5.5]undecane-5-yl picolinate